ClC=1C=C(C=CC1F)NC1=NC=NC2=CC(=C(C=C12)OC1CCN(CC1)CC(=O)NCCCCCCSC1=C2CN(C(C2=CC=C1)=O)C1C(NC(CC1)=O)=O)OC 2-(4-((4-((3-chloro-4-fluorophenyl)amino)-7-methoxyquinazolin-6-yl)oxy)piperidin-1-yl)-N-(6-((2-(2,6-dioxopiperidin-3-yl)-1-oxoisoindolin-4-yl)thio)hexyl)acetamide